7-bromo-4-iodo-2,3-dihydro-1H-indene-5-carboxylic acid methyl ester COC(=O)C=1C(=C2CCCC2=C(C1)Br)I